N7-(5-methyl-1H-pyrazol-3-yl)-N5-((1R,3s,5S)-8-(pyridin-3-ylsulfonyl)-8-azabicyclo[3.2.1]octan-3-yl)-1,6-naphthyridine-5,7-diamine CC1CC(NN1)NC2=NC(=C3C=CC=NC3=C2)NC4C[C@H]5CC[C@@H](C4)N5S(=O)(=O)C6=CN=CC=C6